CCCCCCCC=CC=CC(=O)C tridecadienone